5-methyl-6-(piperazin-1-yl)nicotinonitrile CC=1C(=NC=C(C#N)C1)N1CCNCC1